carbon compound with titanium dioxide [O-2].[O-2].[Ti+4].[C+4]